OC1=C(C(=O)OC)C=CC=C1.[Na] sodium methyl hydroxybenzoate